NC(/C=C/C(=O)O)=O (E)-4-amino-4-oxo-but-2-enoic acid